tert-butyl 4-({3-[(5-methylpyrimidin-2-yl)oxy]phenyl} methylidene)piperidine-1-carboxylate CC=1C=NC(=NC1)OC=1C=C(C=CC1)C=C1CCN(CC1)C(=O)OC(C)(C)C